((S)-2-(2-(4-chlorophenyl)-2-methylpropanamido)-3-(p-tolyl)propanoyl)-D-glutamic acid ClC1=CC=C(C=C1)C(C(=O)N[C@H](C(=O)N[C@H](CCC(=O)O)C(=O)O)CC1=CC=C(C=C1)C)(C)C